C(C)(C)(C)OC(=O)N1CCN(CC1)C1=CC=C(C=C1)N1C(N(C(C=C1)=O)C(=O)OC(C)(C)C)=O tert-Butyl 3-(4-(4-(tert-butoxycarbonyl)piperazin-1-yl)phenyl)-2,6-dioxo-3,6-dihydropyrimidine-1(2H)-carboxylate